6-ethyl-6-methyl-6,7-dihydro-5H-pyrazolo[5,1-b][1,3]oxazine C(C)C1(CN2C(OC1)=CC=N2)C